(3-fluoro-2-pyridyl)-3-[rac-(1S,3R)-3-[(5-chlorothiophene-2-carbonyl)amino]cyclohexyl]imidazo[4,5-c]pyridine-6-carboxylic acid FC=1C(=NC=CC1)C1=NC2=C(C=NC(=C2)C(=O)O)N1[C@@H]1C[C@@H](CCC1)NC(=O)C=1SC(=CC1)Cl |r|